N-hydroxyl-1-((4'-((2-(dimethylamino)ethyl)aminoformyl)-[1,1'-biphenyl]-4-yl)sulfonyl)-1,2,3,6-tetrahydropyridine-4-formamide ONC(=O)C=1CCN(CC1)S(=O)(=O)C1=CC=C(C=C1)C1=CC=C(C=C1)C(=O)NCCN(C)C